3a,4,5,6,7,7a-hexahydro-1H-benzo[d]imidazol-3-ium chloride [Cl-].N1C=[NH+]C2C1CCCC2